8-Bromo-3-tert-butyl-6-[(4-chlorophenyl)methyl]pyrido[2,3-e][1,2,4]triazolo[4,3-c]pyrimidin-5(6H)-one BrC1=CC2=C(C=3N(C(N2CC2=CC=C(C=C2)Cl)=O)C(=NN3)C(C)(C)C)N=C1